glyoxalic acid monohydrate O.C(C=O)(=O)O